NC1CC(C1)C(=O)N[C@@H](C12CCC(CC1)(C2)F)C2=C(C(=CC(=C2F)O)Cl)Cl 3-amino-N-((S)-(2,3-dichloro-6-fluoro-5-hydroxyphenyl)(4-fluoro-bicyclo[2.2.1]hept-1-yl)methyl)cyclobutane-1-carboxamide